silver 6-(trifluoromethoxy)-4H-spiro[benzo[d][1,3]dioxine-2,1'-cyclopentane]-4-one FC(OC1=CC2=C(OC3(CCCC3)OC2=O)C=C1)(F)F.[Ag]